N1=CC=C(C2=C1NC1=C(O2)C=CC=C1)OC1=C(C=C(C=C1)NC(=O)C1=CN(C=C(C1=O)C1=CC=C(C=C1)F)CC1COCC1)F N-(4-((10H-benzo[b]pyrido[2,3-e][1,4]oxazin-4-yl)oxy)-3-fluorophenyl)-5-(4-fluorophenyl)-4-oxo-1-((tetrahydrofuran-3-yl)methyl)-1,4-dihydropyridine-3-carboxamide